C12CN(CC(CC1)N2)C2=NC=NC=1NC(CN(C21)CC)=O 4-{3,8-diazabicyclo[3.2.1]octan-3-yl}-5-ethyl-6,8-dihydropteridin-7-one